tert-butyl [(2R)-8-fluoro-6-hydroxy-7-(1,1,4-trioxo-1λ6,2,5-thiadiazolidin-2-yl)-1,2,3,4-tetrahydronaphthalen-2-yl]carbamate FC=1C(=C(C=C2CC[C@H](CC12)NC(OC(C)(C)C)=O)O)N1S(NC(C1)=O)(=O)=O